6-(4-Fluorophenyl)-8-methoxy-N-((3-(piperidin-1-ylmethyl)-1,2,4-oxadiazol-5-yl)methyl)quinazolin-4-amine FC1=CC=C(C=C1)C=1C=C2C(=NC=NC2=C(C1)OC)NCC1=NC(=NO1)CN1CCCCC1